FC=1C(=NC(=NC1C1=CC=CC=C1)C1=CNC2=NC=C(C=C21)F)N[C@H](CC(=O)O)C(C)(C)C (R)-3-((5-fluoro-2-(5-fluoro-1H-pyrrolo[2,3-b]pyridin-3-yl)-6-phenylpyrimidin-4-yl)amino)-4,4-dimethylpentanoic acid